COC(=O)C=1C(C=C2N(C(CC=3C=C(C(=NC23)C2CC2)OCCCOC)(C)C(C)C)C1)=O 2-cyclopropyl-6-isopropyl-3-(3-methoxypropoxy)-6-methyl-10-oxo-5,10-dihydro-6H-pyrido[1,2-H][1,7]Naphthyridine-9-carboxylic acid methyl ester